S12C3=C(C=C1)C=CC(=C3)C(NC2=O)=O 6-benzo[b]thiophenedicarboximide